NC1=C(C=CC(=C1)N)CCOC(/C=C/C1=CC(=C(C=C1)OC(=O)C1CCC(CC1)C1CCC(CC1)CCCCC)OC)=O [4-[(E)-3-[2-(2,4-diaminophenyl)ethoxy]-3-oxo-prop-1-enyl]-2-methoxy-phenyl]4-(4-pentylcyclohexyl)cyclohexanecarboxylate